N(=[N+]=[N-])[C@@H]1[C@H]([C@@H](SC=2C=NC(=C(C2)C#N)C(F)(F)F)O[C@@H]([C@@H]1O)CO)OC 5-Cyano-6-trifluoromethylpyridin-3-yl 3-azido-3-deoxy-2-O-methyl-1-thio-α-D-galactopyranoside